4-Bromo-5-fluoro-6-methyl-1-((2-(trimethylsilyl)ethoxy)methyl)-1H-pyrazolo[3,4-b]pyridine BrC1=C2C(=NC(=C1F)C)N(N=C2)COCC[Si](C)(C)C